5-[(1R)-1-(3,5-dichloro-4-pyridyl)ethoxy]-3-[5-fluoro-6-[(2R,3S)-2-methyl-3-(methylsulfonylmethyl)azetidin-1-yl]-3-pyridyl]-1-tetrahydropyran-2-yl-indazole ClC=1C=NC=C(C1[C@@H](C)OC=1C=C2C(=NN(C2=CC1)C1OCCCC1)C=1C=NC(=C(C1)F)N1[C@@H]([C@H](C1)CS(=O)(=O)C)C)Cl